C(C)OC=1C=C(C=CC1C=1NC(C2=C(N1)NN=N2)=O)C2=CC(=CC=C2)CC2(CCC2)C(=O)O 1-((3'-ethoxy-4'-(7-oxo-6,7-dihydro-3H-[1,2,3]triazolo[4,5-d]pyrimidin-5-yl)-[1,1'-biphenyl]-3-yl)methyl)cyclobutane-1-carboxylic acid